2-((2-(dimethylamino)ethyl)amino)-3,4-dioxocyclobut-1-en CN(CCNC1=CC(C1=O)=O)C